[Pt].[Bi].[Y] yttrium bismuth platinum